ClC=1C=NC(=NC1)N1CCC(CC1)CCCOC1=CC(=C(C=C1)CC(=O)N1CC(C1)C(=O)NC[C@@H]([C@H]([C@@H]([C@@H](CO)O)O)O)O)F |r| 1-[2-[4-[3-[1-(5-chloropyrimidin-2-yl)-4-piperidinyl]propoxy]-2-fluoro-phenyl]acetyl]-N-[rac-(2S,3R,4R,5R)-2,3,4,5,6-pentahydroxyhexyl]azetidine-3-carboxamide